C(C)COCCO ethyleneglycol ethylmethyl ether